(1S,2R)-2-fluoro-7-(methylsulfonyl)-4-bromo-2,3-dihydro-1H-inden-1-ol F[C@H]1[C@H](C2=C(C=CC(=C2C1)Br)S(=O)(=O)C)O